7'-(3-(4,6-diphenyl-1,3,5-triazin-2-yl)phenyl)spiro[cyclopentane-1,9'-fluorene]-2'-carbonitrile C1(=CC=CC=C1)C1=NC(=NC(=N1)C1=CC=CC=C1)C=1C=C(C=CC1)C1=CC=C2C=3C=CC(=CC3C3(C2=C1)CCCC3)C#N